N1-(2-(dimethylamino)ethyl)-N4-(5-fluoro-4-(1-methyl-1H-indol-3-yl)-7H-pyrrolo[2,3-d]pyrimidin-2-yl)-N1-methylbenzene-1,2,4-triamine CN(CCN(C=1C(=CC(=CC1)NC=1N=C(C2=C(N1)NC=C2F)C2=CN(C1=CC=CC=C21)C)N)C)C